C(C)(C)(C)C1=CC=CC(=N1)C1CC2(C1)CCN(CC2)C(=O)OC(C)(C)C tert-butyl 2-(6-(tert-butyl)-pyridin-2-yl)-7-azaspiro[3.5]nonane-7-carboxylate